CN(C(C[C@@H](C1=CC=C(C=C1)S(=O)(=O)CC)NC(C1=CC=CC=C1)=O)=O)C N-((S)-3-(dimethylamino)-1-(4-(ethylsulfonyl)phenyl)-3-oxopropyl)benzamide